The molecule is an alpha-D-glucuronosyl diglyceride in which the acyl groups at the 1- and 2-positions are (10R)-10-methyloctadecanoyl and palmitoyl (hexadecanoyl) respectively. It has a role as an antigen. CCCCCCCCCCCCCCCC(=O)O[C@@H](CO[C@@H]1[C@@H]([C@H]([C@@H]([C@H](O1)C(=O)O)O)O)O)COC(=O)CCCCCCCC[C@H](C)CCCCCCCC